12-((2-oxo-3-(4-pentyl-2-(trifluoromethyl)phenyl)-2H-chromen-7-yl)oxy)dodecyl acrylate C(C=C)(=O)OCCCCCCCCCCCCOC1=CC=C2C=C(C(OC2=C1)=O)C1=C(C=C(C=C1)CCCCC)C(F)(F)F